ClC1=C(C=CC=C1)[C@]1(C(CCCC1)=O)CNC(OCOC([C@H]([C@@H](CC)C)NC(C)=O)=O)=O ((2S,3R)-2-acetamido-3-methylpentanoyloxy)methyl (S)-1-(2-chlorophenyl)-2-oxocyclohexylmethylcarbamate